ClC1=NN(C=2C3=CN=C(C(O[C@@H](C4=CC(=CC=C4C=4OC(=NC4CC12)C)F)C)=C3)N)CC (19R)-5-chloro-3-ethyl-16-fluoro-10,19-dimethyl-11,20-dioxa-3,4,9,23-tetraazapentacyclo[19.3.1.02,6.08,12.013,18]pentacosa-1(24),2(6),4,8(12),9,13,15,17,21(25),22-decaen-22-amine